N-[6-(3,3-difluoro-4-hydroxy-pyrrolidin-1-yl)-2,2-dimethyl-3H-benzofuran-5-yl]pyrazolo[1,5-a]pyrimidine-3-carboxamide FC1(CN(CC1O)C1=CC2=C(CC(O2)(C)C)C=C1NC(=O)C=1C=NN2C1N=CC=C2)F